C(C)(C)(C)[Si](C)(C)OC(C)C(=C)I tert-butyl((3-iodobut-3-en-2-yl)oxy)dimethylsilane